2,3-bis((9-(3-butyl-3H-diazirin-3-yl)nonanoyl)oxy)propyl (2-(trimethylammonio)ethyl) phosphate P(=O)(OCC(COC(CCCCCCCCC1(N=N1)CCCC)=O)OC(CCCCCCCCC1(N=N1)CCCC)=O)(OCC[N+](C)(C)C)[O-]